CC1=C(C(=C(C=C1)Cl)NC2=CC=CC=C2C(=O)[O-])Cl The molecule is a monocarboxylic acid anion resulting from the removal of the proton from the carboxy group of meclofenamic acid. The major species at pH 7.3. It is a conjugate base of a meclofenamic acid.